2-methyl-3-chloropropyl-methyldiethoxysilane CC(C[Si](OCC)(OCC)C)CCl